5-bromo-1H-pyrazolo[3,4-b]pyridin-3-amine BrC=1C=C2C(=NC1)NN=C2N